7,4'-Dihydroxy-Isoflavon OC1=CC=C2C(C(=COC2=C1)C1=CC=C(C=C1)O)=O